5-chloro-3-(difluoromethyl)-1-methyl-N-[(1s,4s)-4-{[6-chloro-2-(trifluoromethyl)quinolin-4-yl]amino}cyclohexyl]-1H-pyrazole-4-carboxamide ClC1=C(C(=NN1C)C(F)F)C(=O)NC1CCC(CC1)NC1=CC(=NC2=CC=C(C=C12)Cl)C(F)(F)F